O1COC2=C1C=CC(=C2)CCC(=O)NCC=2C=C(C=CC2)C2=CC=CC=C2 3-(benzo[d][1,3]dioxol-5-yl)-N-(1,1'-biphenyl-3-ylmethyl)propanamide